N-(3-(2-amino-2-methylpropyl)-1,2,4-thiadiazol-5-yl)-2-methyl-5-(3-(tri-fluoromethyl)phenyl)furan-3-carboxamide NC(CC1=NSC(=N1)NC(=O)C1=C(OC(=C1)C1=CC(=CC=C1)C(F)(F)F)C)(C)C